Trans-N,N-dimethyl-2-(naphthalen-1-yl)cyclobutane-1-carboxamide CN(C(=O)[C@H]1[C@@H](CC1)C1=CC=CC2=CC=CC=C12)C